C1(CC1)C1=NC(=CC=C1CNC(OCCCC)=O)C(NC1=CC(=CC=C1)C1(COC1)CC1=NN=CN1C)=O butyl ({2-cyclopropyl-6-[(3-{3-[(4-methyl-4H-1,2,4-triazol-3-yl)methyl]oxetan-3-yl}phenyl)carbamoyl]pyridin-3-yl}methyl)carbamate